n-decyl-triethoxysilane C(CCCCCCCCC)[Si](OCC)(OCC)OCC